(R)-N-(2-(3-(dimethylamino)pyrrolidin-1-yl)-5-((5-methoxy-4-(7-methoxy-1H-indol-3-yl)pyrimidin-2-yl)amino)phenyl)acetamide CN([C@H]1CN(CC1)C1=C(C=C(C=C1)NC1=NC=C(C(=N1)C1=CNC2=C(C=CC=C12)OC)OC)NC(C)=O)C